NN1C(=NC(=C1C(=O)N)C1=CC=C(C=C1)C(NC1=NC=C(C(=C1)C)F)=O)[C@H]1N(CCCC1)C(C#CC)=O (S)-1-Amino-2-(1-(but-2-ynoyl)piperidin-2-yl)-4-(4-((5-fluoro-4-methylpyridin-2-yl)carbamoyl)phenyl)-1H-imidazol-5-carboxamid